potassium vinylbenzene borate B([O-])([O-])[O-].C(=C)C1=CC=CC=C1.[K+].[K+].[K+]